CC1CCC(C(C1)=O)C(C)C 5-methyl-2-(1-methylethyl)cyclohexanone